tri(2-phenylpyridine) iridium (III) [Ir+3].C1(=CC=CC=C1)C1=NC=CC=C1.C1(=CC=CC=C1)C1=NC=CC=C1.C1(=CC=CC=C1)C1=NC=CC=C1